(R)-3-[2-[3-[4-amino-8-[1-(difluoromethyl)pyrazol-4-yl]oxy-pyrido[3,2-d]pyrimidin-6-yl]phenyl]ethynyl]-3-hydroxy-1-methyl-pyrrolidin-2-one NC=1C2=C(N=CN1)C(=CC(=N2)C=2C=C(C=CC2)C#C[C@]2(C(N(CC2)C)=O)O)OC=2C=NN(C2)C(F)F